(2R,3R,5S)-4-[[3-(3-Ethyl-4-fluoro-2-methoxy-phenyl)-5-methyl-5-(trifluoromethyl)tetrahydrofuran-2-carbonyl]amino]pyridin-2-carboxamid C(C)C=1C(=C(C=CC1F)[C@@H]1[C@@H](O[C@@](C1)(C(F)(F)F)C)C(=O)NC1=CC(=NC=C1)C(=O)N)OC